(S)-4-benzyl-2-oxazolidinone C(C1=CC=CC=C1)[C@@H]1NC(OC1)=O